bromo-5'-chloro-3'-fluoro-[1,1'-biphenyl] BrC1=C(C=CC=C1)C1=CC(=CC(=C1)Cl)F